3-[(2,6-dimethylbenzyl)sulfanyl]-5-propyl[1,2,4]triazolo[4,3-a]pyrimidin-7(8H)-one CC1=C(CSC2=NN=C3N2C(=CC(N3)=O)CCC)C(=CC=C1)C